OC(C)(C)C1=C(OC(=C1)S(N)(=O)=O)CN1CCN(CC1)C(=O)OC(C)(C)C tert-butyl 4-((3-(2-hydroxypropan-2-yl)-5-sulfamoylfuran-2-yl)methyl)piperazine-1-carboxylate